(cis)-tert-Butyl 4-((1-(ethoxycarbonyl)cyclopropyl)methyl)-3,3-difluorohexahydropyrrolo[3,2-b]pyrrole-1(2H)-carboxylate C(C)OC(=O)C1(CC1)CN1CC[C@@H]2N(CC([C@@H]21)(F)F)C(=O)OC(C)(C)C